1H-1,2,4-triazole-1-carboxamidine hydrochloride Cl.N1(N=CN=C1)C(=N)N